FC1=CC2=C([C@@H](C[C@@H](O2)C(=O)NC23CC(C2)(C3)N3N=CC(=C3)C3=NC=C(C=C3)C(F)(F)F)O)C=C1C(F)(F)F (2R,4R)-7-fluoro-4-hydroxy-6-(trifluoromethyl)-N-(3-{4-[5-(trifluoromethyl)pyridin-2-yl]-1H-pyrazol-1-yl}bicyclo[1.1.1]pentan-1-yl)-3,4-dihydro-2H-1-benzopyran-2-carboxamide